FC=1C=C(C=CC1F)NC(N([C@@H]1CCCC=2NC(C=3CCCCC3C12)=O)C)=O (R)-3-(3,4-difluorophenyl)-1-methyl-1-(6-oxo-1,2,3,4,5,6,7,8,9,10-decahydrophenanthridin-1-yl)urea